CC=1N=C(OC1C1=CC=C(C=C1)C(F)(F)F)NC=1C=CC(=NC1)C(=O)OC methyl 5-((4-methyl-5-(4-(trifluoromethyl)phenyl)oxazol-2-yl)amino)picolinate